Cl.C1(=CC=CC=C1)C=1C=NC=2C=CN3C(C2C1)=NNC3=O 9-phenyl-1,2,4-triazolo[3,4-f][1,6]naphthyridin-3(2H)-one hydrochloride